C1(C=CC=C1)[Ti](C1=C(C(=CC=C1F)N(CCCCCC)CC(CC)(CC)C)F)(C1=C(C(=CC=C1F)N(CCCCCC)CC(CC)(C)CC)F)C1C=CC=C1 bis(cyclopentadienyl)bis[2,6-difluoro-3-(N-hexyl-(2-ethyl-2-methylbutyl)amino)phenyl]titanium